tert-butyl (R)-3-(4-(3H-[1,2,3]triazolo[4,5-b]pyridin-3-yl)-N-(6-(3-ethoxy-3-oxopropyl)isoquinolin-1-yl)-2-fluorobenzamido)piperidine-1-carboxylate N1=NN(C2=NC=CC=C21)C2=CC(=C(C(=O)N(C1=NC=CC3=CC(=CC=C13)CCC(=O)OCC)[C@H]1CN(CCC1)C(=O)OC(C)(C)C)C=C2)F